4-Aminoazobenzene NC1=CC=C(C=C1)N=NC1=CC=CC=C1